4-(cyclopropylmethoxy)pyrrolidine-2-carboxamide C1(CC1)COC1CC(NC1)C(=O)N